(diethylcarbamoyloxy)-6-methylhepta-2,4-dien C(C)N(C(=O)OCC=CC=CC(C)C)CC